NC1C[C@H]2CC[C@@H](C1)N2C(C(F)(F)C=2C=C(C(=O)NC1=CC(=C(C=C1)F)C)C=CC2F)=O 3-(2-((1R,3s,5S)-3-amino-8-azabicyclo[3.2.1]octan-8-yl)-1,1-difluoro-2-oxoethyl)-4-fluoro-N-(4-fluoro-3-methylphenyl)benzamide